C(C=C)C1=C2C(=C(C=C1)O)O2 epoxyallylphenol